2-nonylundecyl 8-{(4-ethyl-1,4-diazepane-1-carbonyl)[(1r,3r)-3-{2-[(2-octyldecyl)oxy]-2-oxoethyl}cyclobutyl]amino}octanoate C(C)N1CCN(CCC1)C(=O)N(CCCCCCCC(=O)OCC(CCCCCCCCC)CCCCCCCCC)C1CC(C1)CC(=O)OCC(CCCCCCCC)CCCCCCCC